CC1=C(C=NC=C1)C1=CC=C(C=C1)N1C(C(CCC1)NC(=O)NC1=CC=C(C=C1)C(F)(F)F)=O (1-(4-(4-methylpyridin-3-yl)phenyl)-2-oxopiperidin-3-yl)-3-(4-(trifluoromethyl)phenyl)urea